N-(3-dimethylamino-propyl)-3-ethyl-carbodiimide hydrochloride Cl.CN(CCCN=C=NCC)C